C1CCCC=2C3=CC(=CC=C3NC12)C(=O)NC1=CC=C(C(=O)O)C=C1 4-[(2,3,4,9-tetrahydro-1H-carbazole-6-carbonyl)amino]benzoic acid